ClC1=CC=C(C=C1)[C@]1([C@@H](CCCCC1)N1N=CN=C1)O |r| (±)-cis-1-(4-chlorophenyl)-2-(1H-1,2,4-triazol-1-yl)-cycloheptanol